N[C@]1([C@H]2CC[C@@H](C1)N2C=2N(C(C1=C(N2)NC=C1C1=C(C2=C(N(N=C2C=C1)C)Cl)Cl)=O)C)C ((1R,2R,4S)-2-amino-2-methyl-7-azabicyclo[2.2.1]heptan-7-yl)-5-(3,4-dichloro-2-methyl-2H-indazol-5-yl)-3-methyl-3,7-dihydro-4H-pyrrolo[2,3-d]pyrimidin-4-one